1-(3-(bromomethyl)phenyl)ethanone 3-bromo-7-methylpyrazolo[1,5-a]pyridinebenzyl-2-oxo-1,2-dihydropyridin-3-ylcarbamate BrC=1C(=NN2C1C=CC=C2C)C2=CC=CC=C2CN(C(O)=O)C=2C(NC=CC2)=O.BrCC=2C=C(C=CC2)C(C)=O